benzyl (3R,5S)-3-benzyloxy-4,4-difluoro-5-methyl-piperidine-1-carboxylate C(C1=CC=CC=C1)O[C@@H]1CN(C[C@@H](C1(F)F)C)C(=O)OCC1=CC=CC=C1